DiOctyl Sebacate C(CCCCCCCCC(=O)OCCCCCCCC)(=O)OCCCCCCCC